(E)-2-((2,2-dimethyl-2,3-dihydrobenzofuran-7-yl)oxy)-N'-(4-nitrobenzylidene)acetohydrazide CC1(OC2=C(C1)C=CC=C2OCC(=O)N/N=C/C2=CC=C(C=C2)[N+](=O)[O-])C